CCC=CCCCCCCCCCCCCCCC nonadec-3-ene